FC1=C(C(=O)NC2=CC=CC(=N2)C(=O)O)C(=CC(=C1)F)F 6-[(2,4,6-trifluorobenzoyl)amino]pyridine-2-carboxylic acid